O1CCC(CC1)C=1C=C2C(C(NC2=C2C1OCC2)=O)=O 5-(Tetrahydro-2H-pyran-4-yl)-7,8-dihydro-1H-furo[2,3-g]indole-2,3-dione